CN1C(N(C2=C1C(=CC=C2)CCCOCCNC)C2C(NC(CC2)=O)=O)=O 3-[3-Methyl-4-[3-[2-(methylamino)ethoxy]propyl]-2-oxo-benzimidazol-1-yl]piperidine-2,6-dione